C(C1=CC=CC=C1)OC1=NC(=CC=C1C1=NN(C2=CC(=CC=C12)Br)C)OCC1=CC=CC=C1 3-(2,6-bis(benzyloxy)pyridin-3-yl)-6-bromo-1-methyl-1H-indazol